(2-(4,4-dimethyl-1,4-dihydroquinazolin-2-yl)thiazol-4-yl)-2-methoxybenzoic acid CC1(N=C(NC2=CC=CC=C12)C=1SC=C(N1)C=1C(=C(C(=O)O)C=CC1)OC)C